O[C@H]1C[C@@H](CCC1)NC=1N=NC(=C2C1N=C(C=C2)C)C2=C(C=C(C=C2)C(F)(F)F)O 2-[8-[[(1R,3R)-3-hydroxycyclohexyl]amino]-2-methyl-pyrido[2,3-d]pyridazin-5-yl]-5-(trifluoromethyl)phenol